C12C3C=CCC3C(CC1)C2 tricyclo[5.2.1.02,6]-decan-3-ene